C1=CC=CC=2C3=CC=CC=C3C(C12)COC(=O)N1C(CC(C1)O)C(=O)OCC=C 4-hydroxy-pyrrolidine-1,2-dicarboxylic acid 2-allyl ester 1-(9H-fluoren-9-ylmethyl) ester